5-(1-isopropyl-1H-benzo[d][1,2,3]triazol-5-yl)-3-(3-methoxy-pyridin-4-yl)-1,2,4-oxadiazole C(C)(C)N1N=NC2=C1C=CC(=C2)C2=NC(=NO2)C2=C(C=NC=C2)OC